NC1=NC(=NN2C1=C(C=C2)C2=CC=C1C(=N2)N(C=N1)CC(F)F)NC1CCC(CC1)(O)C (1r,4r)-4-((4-Amino-5-(3-(2,2-difluoroethyl)-3H-imidazo[4,5-b]pyridin-5-yl)pyrrolo[2,1-f][1,2,4]triazin-2-yl)amino)-1-methylcyclohexan-1-ol